CC1=NC(=CC(=C1)C1=C(C(=C(C(=C1N1C2=CC=CC=C2C=2C=C(C=CC12)C(C)(C)C)C1=NC=CC=C1)N1C2=CC=CC=C2C=2C=C(C=CC12)C(C)(C)C)N1C2=CC=CC=C2C=2C=C(C=CC12)C(C)(C)C)N1C2=CC=CC=C2C=2C=C(C=CC12)C(C)(C)C)C 9,9',9'',9'''-(4-(2,6-dimethylpyridin-4-yl)-6-(pyridin-2-yl)benzene-1,2,3,5-tetrayl)tetrakis(3-(tert-butyl)-9H-carbazole)